3-nitro-N-(1-(3-(thiazol-2-yl)phenyl)ethyl)benzamide [N+](=O)([O-])C=1C=C(C(=O)NC(C)C2=CC(=CC=C2)C=2SC=CN2)C=CC1